ClC=1C=C(C=NC1C1=NN(C=C1)C)NC(=O)C=1C=NN(C1C(F)(F)F)C1=C2C=CNC(C2=CC=C1)=O N-(5-chloro-6-(1-methyl-1H-pyrazol-3-yl)pyridin-3-yl)-1-(1-oxo-1,2-dihydroisoquinolin-5-yl)-5-(trifluoromethyl)-1H-pyrazole-4-carboxamide